C1(CCCCC1)N1CN(CC1=O)C[C@@H]1[C@@H](C([C@H]2OC(OC[C@H]2O1)(C)C)N1N=NC(=C1)C1=C(C(=C(C=C1)C)F)F)OC 3-cyclohexyl-1-(((4ar,6r,7r,8ar)-8-(4-(2,3-difluoro-4-methylphenyl)-1H-1,2,3-triazol-1-yl)-7-methoxy-2,2-dimethylhexahydropyrano[3,2-d][1,3]dioxin-6-yl)methyl)imidazolidin-4-one